3-[3-(2-Aminoethylcarbamoyl)phenyl]-1-sulfamoyl-pyrrole-2-carboxylic acid hydrochloride Cl.NCCNC(=O)C=1C=C(C=CC1)C1=C(N(C=C1)S(N)(=O)=O)C(=O)O